dimethylaminopropyl-methyl chloride CN(C)CCCCCl